C1(CC1)C1CNC=2C=CC=C3C=C(N1C32)C=3N=C2N(C(=CC(=C2)C(=O)OC)OC)C3C methyl 2-(11-cyclopropyl-1,9-diazatricyclo[6.3.1.04,12]dodeca-2,4,6,8(12)-tetraen-2-yl)-5-methoxy-3-methyl-imidazo[1,2-a]pyridine-7-carboxylate